CC1=CC=C(C=C1)C=1C=2C=CC(=CC3=CC=C(N3)C(=C3C=CC(C(=C4C=CC1N4)C4=CC=C(C=C4)C)=N3)C3=CC=C(C=C3)C)N2 10,15,20-tri(4-methylphenyl)porphyrin